O1CCC(CC1)NCC=1C=C2C=CN(C2=CC1)CC(F)(F)F 5-{[(oxan-4-yl)amino]-methyl}-1-(2,2,2-trifluoroethyl)-1H-indol